C1=C(C=CC=2SC3=C(C21)C=CC=C3)B(O)O dibenzo[b,d]Thiophene-2-yl-boronic acid